furo[3,2-d]pyrimidine-2,4(1H,3H)-dione N1C(NC(C2=C1C=CO2)=O)=O